C(C)OC(C(CC=C)I)=O 2-iodopent-4-enoic acid ethyl ester